OC1=C(C#N)C=C(C=N1)N1C(=NC2=C(C1=O)SC=N2)SCC2=C(C=C(C=C2F)F)F 2-Hydroxy-5-(7-oxo-5-((2,4,6-trifluorobenzyl)thio)thiazolo[4,5-d]pyrimidin-6(7H)-yl)-nicotinonitrile